11-((3-Ethoxypropyl)amino)-3-iodo-6-methyl-6,11-dihydrodibenzo[c,f](1,2)thiazepine 5,5-dioxide C(C)OCCCNC1C2=C(N(S(C3=C1C=CC(=C3)I)(=O)=O)C)C=CC=C2